1-(6-bromo-2-methoxyquinolin-3-yl)-2-(2,6-diethoxypyridin-4-yl)-1-(2,3-dihydrobenzo[b][1,4]dioxin-5-yl)-4-(dimethylamino)butan-2-ol BrC=1C=C2C=C(C(=NC2=CC1)OC)C(C(CCN(C)C)(O)C1=CC(=NC(=C1)OCC)OCC)C1=CC=CC=2OCCOC21